N(C(=O)C)(C1=CC=C(O)C=C1)CCO Paracetamol-Ethanol